ClC1=C(C=C(C=C1)F)CC(=O)NC1=CC(=C(C=C1)COC=1C=NC(=CC1)F)S(N)(=O)=O 2-(2-chloro-5-fluorophenyl)-N-(4-(((6-fluoropyridin-3-yl)oxy)methyl)-3-sulfamoylphenyl)acetamide